CC1(C(NCC1)=O)N1N=C(N=N1)C=1C(=NC=CC1)NC1=CC=C(C=C1)C(F)(F)F 3-methyl-3-[5-[2-[4-(trifluoromethyl)anilino]-3-pyridyl]tetrazol-2-yl]pyrrolidin-2-one